ClC1=NC=C(C(=C1)N1N=NC(=C1)C(=O)O)OC 1-(2-chloro-5-methoxypyridin-4-yl)-1H-1,2,3-triazole-4-carboxylic Acid